COC(=O)N([C@H](C(=O)O)CC1=CC=NC=C1)C (S)-2-((methoxycarbonyl)(methyl)amino)-3-(pyridin-4-yl)propionic acid